3-cyclohexyl-3-(4-oxopiperidin-1-yl)-7-(trifluoromethyl)indolin-2-one ethyl-3-bromo-1H-pyrazole-5-carboxylate C(C)OC(=O)C1=CC(=NN1)Br.C1(CCCCC1)C1(C(NC2=C(C=CC=C12)C(F)(F)F)=O)N1CCC(CC1)=O